COC1=CC=C(C=C1)C2=COC3=C(C2=O)C=CC(=C3)O[C@H]4[C@@H]([C@H]([C@@H]([C@H](O4)COC(=O)CC(=O)O)O)O)O The molecule is a glycosyloxyisoflavone that is formononetin attached to a 6-O-(carboxyacetyl)-beta-D-glucopyranosyl residue at position 7 via a glycosidic linkage. It has a role as a plant metabolite. It is a glycosyloxyisoflavone, a malonate ester, a monosaccharide derivative and a member of 4'-methoxyisoflavones. It derives from a formononetin.